C(C)(C)S(=O)(=O)N1CC2=C(CC1)NN=C2C(=O)N2CCC(CC2)C2=C(C=CC=C2)C(F)(F)F (5-(isopropylsulfonyl)-4,5,6,7-tetrahydro-1H-pyrazolo[4,3-c]pyridin-3-yl)(4-(2-(trifluoromethyl)phenyl)piperidin-1-yl)methanone